O=C1NC(CCC1N1C(C2=CC=C(C=C2C1)N1CCN(CCC1)CC1CN(C1)C(=O)OC(C)(C)C)=O)=O tert-butyl 3-((4-(2-(2,6-dioxopiperidin-3-yl)-1-oxoisoindolin-5-yl)-1,4-diazepan-1-yl)methyl)azetidine-1-carboxylate